1-octyl-2,3-dimethyl-imidazole hexafluorophosphate F[P-](F)(F)(F)(F)F.C(CCCCCCC)N1C(N(C=C1)C)C